CC(CN)(CC1=CC=CC=C1)C 2,2-dimethyl-3-phenylpropan-1-amine